C1(CCC1)C=1C=C(C=CC1C(F)(F)F)NC(=O)N1C2CC(CC1(C2)C(=O)O)C 6-((3-cyclobutyl-4-(trifluoromethyl)phenyl)carbamoyl)-3-methyl-6-azabicyclo[3.1.1]heptane-1-carboxylic acid